C1(=CC=CC=C1)C1CC2=CC=C(C=C2CC1)O 2-phenyl-tetrahydronaphthalen-6-ol